6-(2-allyl-6-((2-methyl-1,2,3,4-tetrahydroisoquinolin-7-yl)amino)-3-oxo-2,3-dihydro-1H-pyrazolo[3,4-d]pyrimidin-1-yl)pyridine-2-sulfonamide C(C=C)N1N(C2=NC(=NC=C2C1=O)NC1=CC=C2CCN(CC2=C1)C)C1=CC=CC(=N1)S(=O)(=O)N